FC1=CC=C(C(=O)N[C@H](C(=O)N(C)C2=CC=C(C=C2)S(=O)(=O)Cl)CC2=CC=CC=C2)C=C1 (S)-4-(2-(4-fluorobenzamido)-N-methyl-3-phenylpropionamido)benzene-1-sulfonyl chloride